[1-[[4-[2-(2-amino-3-pyridyl)-6-phenyl-imidazo[4,5-b]pyridin-3-yl]phenyl]methyl]-4-piperidyl]carbamate NC1=NC=CC=C1C1=NC=2C(=NC=C(C2)C2=CC=CC=C2)N1C1=CC=C(C=C1)CN1CCC(CC1)NC([O-])=O